2-((2,3-dichlorophenyl)amino)-2-oxoethyl 4-isocyanobenzoate [N+](#[C-])C1=CC=C(C(=O)OCC(=O)NC2=C(C(=CC=C2)Cl)Cl)C=C1